C1(CC1)C1=NC=NC(=C1C=1N=CC2=C(N1)C(=CN2COCC[Si](C)(C)C)C(=C)C2=CC=C(C=C2)C=2N(C=C(N2)C(F)(F)F)C)OC 2-[[2-(4-cyclopropyl-6-methoxy-pyrimidin-5-yl)-7-[1-[4-[1-methyl-4-(trifluoromethyl)imidazol-2-yl]phenyl]vinyl]pyrrolo[3,2-d]pyrimidin-5-yl]methoxy]ethyl-trimethyl-silane